CC1(C2=CC(=CC=C2C(C=2C3=C(OC21)C=CC=C3)=O)OCCN3CCN(CC3)C(=O)N)C 4-[2-(6,6-Dimethyl-11-oxo-6,11-dihydro-benzo[b]naphtho[2,3-d]furan-8-yloxy)-ethyl]-piperazine-1-carboxylic acid amide